trans-N-(3-aminocyclobutyl)-4-[[2-chloro-6-[4-[4-[(4R)-4-amino-2-oxo-pyrrolidin-1-yl]phenyl]sulfonylpiperazin-1-yl]-4-pyridinyl]-difluoro-methyl]cyclohexanecarboxamide NC1CC(C1)NC(=O)[C@@H]1CC[C@H](CC1)C(F)(F)C1=CC(=NC(=C1)N1CCN(CC1)S(=O)(=O)C1=CC=C(C=C1)N1C(C[C@H](C1)N)=O)Cl